ClC1=C(C(=O)N(C)C)C=CC(=C1)OCC[C@H]1CC12CCN(CC2)C(C(C)(C2=CSC=C2)C)=O |o1:15| (R or S)-2-chloro-N,N-dimethyl-4-(2-(6-(2-methyl-2-(thiophen-3-yl)propanoyl)-6-azaspiro[2.5]octan-1-yl)ethoxy)benzamide